C(C1=CC=CC=C1)N1C(C2(CC1)CCN(CC2)C)=O 2-benzyl-8-methyl-2,8-diazaspiro[4.5]decan-1-one